ClC1=CC=C(S1)CNC1=CC(=NN1)C1CCN(CC1)CC1=NC(=CC=C1)C(F)(F)F N-[(5-Chlorothiophen-2-yl)methyl]-3-(1-{[6-(trifluoromethyl)pyridin-2-yl]methyl}piperidin-4-yl)-1H-pyrazol-5-amin